(S)-N-cyclopropyl-1'-((7-cyclopropyl-6-oxo-5,6-dihydro-1,5-naphthyridin-3-yl)methyl)-3'-methyl-1',2',3',6'-tetrahydro-[3,4'-bipyridine]-6-carboxamide C1(CC1)NC(=O)C1=CC=C(C=N1)C=1[C@@H](CN(CC1)CC=1C=NC=2C=C(C(NC2C1)=O)C1CC1)C